ClC=1C(=CC(=NC1)OC)C1=CC(=NN1)C(=O)N1CCC(CC1)C(=O)NCC1OCCCC1 1-[5-(5-chloro-2-methoxypyridin-4-yl)-1H-pyrazole-3-carbonyl]-N-[(oxan-2-yl)methyl]piperidine-4-carboxamide